C(C)(C)(C)[Si](OC1CC(C1)C(=NO)N)(C)C 3-[tert-butyl-(dimethyl)silyl]oxy-N'-hydroxy-cyclobutanecarboxamidine